gallium-indium-arsenic [As].[In].[Ga]